5-(difluoromethyl)-6-methyl-1-(tetrahydro-2H-pyran-2-yl)-1H-indazol FC(C=1C=C2C=NN(C2=CC1C)C1OCCCC1)F